C1(C(CCCC1)C(=O)O)C(=O)O rac-cyclohexane-1,2-dicarboxylic acid